BrC1=NC(=CC=C1)C1=NN=CN1C1=CC=CC=C1 2-Bromo-6-(4-phenyl-4H-1,2,4-triazol-3-yl)pyridine